C(C1=CC=CC=C1)OC(=O)NCCCC[C@H](NC(CN(CC(NCCO[C@@H]1[C@@H](O)[C@@H](O)[C@H](O)[C@H](O1)CO)=O)CC(=O)NCCO[C@@H]1[C@@H](O)[C@@H](O)[C@H](O)[C@H](O1)CO)=O)C(=O)O N6-[(benzyl-oxy)carbonyl]-N2-{bis[2-({2-[(α-D-mannopyranosyl)oxy]ethyl}amino)-2-oxoethyl]glycyl}-L-lysine